5-chloro-N-cyclopropyl-4-{1-[2,6-dichloro-4-(1,1,1,2,3,3,3-heptafluoropropan-2-yl)phenyl]-1H-pyrazol-4-yl}-1-methyl-1H-pyrrole-2-carboxamide ClC1=C(C=C(N1C)C(=O)NC1CC1)C=1C=NN(C1)C1=C(C=C(C=C1Cl)C(C(F)(F)F)(C(F)(F)F)F)Cl